4-[2-[2-(4-chlorophenyl)cyclohex-2-en-1-yl]-2,7-diazaspiro[3.4]octan-7-yl]-N-[3-nitro-4-(tetrahydropyran-4-ylmethylamino)phenyl]sulfonyl-2-(1H-pyrrolo[2,3-b]pyridin-5-yloxy)benzamide ClC1=CC=C(C=C1)C=1C(CCCC1)N1CC2(C1)CCN(C2)C2=CC(=C(C(=O)NS(=O)(=O)C1=CC(=C(C=C1)NCC1CCOCC1)[N+](=O)[O-])C=C2)OC=2C=C1C(=NC2)NC=C1